2-(difluoromethyl)-N-(6-(difluoromethyl)pyridin-2-yl)-7-isopropoxylimidazo[1,2-a]pyridine-6-carboxamide FC(C=1N=C2N(C=C(C(=C2)OC(C)C)C(=O)NC2=NC(=CC=C2)C(F)F)C1)F